ClC1=CC(=CC(=N1)N=C1S(CCCCCC1)(=O)(C)C)C(F)(F)F ((6-chloro-4-(trifluoromethyl)pyridin-2-yl)imino)dimethyl-λ6-thiocanone